ClC1=CC=C(C[N+]2=C3N(C(C(=C2)C2SCCCS2)=O)C=CC=C3)C=C1 1-(4-chlorobenzyl)-3-(1,3-dithian-2-yl)-4-oxo-4H-pyrido[1,2-a]pyrimidinium